1-CHLORO-4-(DIFLUOROMETHOXY)-2-FLUORO-3-IODOBENZENE ClC1=C(C(=C(C=C1)OC(F)F)I)F